O=C1NC(CCC1N1C(N(C2=C1C=CC(=C2)N2CC(C2)N2CCN(CC2)C(=O)OC(C)(C)C)C)=O)=O Tert-butyl 4-[1-[1-(2,6-dioxo-3-piperidyl)-3-methyl-2-oxo-benzimidazol-5-yl]azetidin-3-yl]piperazine-1-carboxylate